ClC=1C(=CC(=NC1)NC(=O)NC1CN(CCC1)S(=O)(=O)C)C1=C2N(N=C1)CC(C2)(C)C 1-(5-chloro-4-(5,5-dimethyl-5,6-dihydro-4H-pyrrolo[1,2-b]pyrazol-3-yl)pyridin-2-yl)-3-(1-(methylsulfonyl)piperidin-3-yl)urea